N1(CCOCC1)CCCC=1C(=C(C(=O)N)C=CC1)NC1=CC=NC2=CC(=CC=C12)C(F)(F)F [3-(morpholin-4-yl)propyl]-2-[(7-trifluoromethylquinolin-4-yl)amino]benzamide